2-(5-(cyclohexylsulfonyl)-2,5-diazabicyclo[2.2.2]octan-2-yl)-N-(5-cyclopropyl-1H-pyrazol-3-yl)quinazolin-4-amine C1(CCCCC1)S(=O)(=O)N1C2CN(C(C1)CC2)C2=NC1=CC=CC=C1C(=N2)NC2=NNC(=C2)C2CC2